1-fluoropropan FCCC